piperidine-3,4,5-triol N1CC(C(C(C1)O)O)O